BrC1=CC(=C(S1)CBr)F 5-bromo-2-(bromomethyl)-3-fluorothiophene